C(C=1C(O)=CC=CC1)(=O)O.S(=O)(=O)(O)[Na] sulfosodium salicylate